C(C)(C)(C)OC(=O)NCC(COC=1C=C2CC(NC(C2=CC1)=O)(C)C)=CF 6-(2-tert-Butoxycarbonylaminomethyl-3-fluoroallyloxy)-3,3-dimethyl-3,4-dihydroisoquinolin-1(2H)-one